N-[(5-methoxy-2-thienyl)methyl]-1-[2-(1-piperidinyl)-4-pyridinyl]methylamine COC1=CC=C(S1)CNCC1=CC(=NC=C1)N1CCCCC1